N-(3-bromophenyl)-[1,1':3',1''-terphenyl]-2'-amine BrC=1C=C(C=CC1)NC1=C(C=CC=C1C1=CC=CC=C1)C1=CC=CC=C1